C1(CCC1)N1C(=NN=C1)C=1C=C(N)C=CC1 3-(4-cyclobutyl-4H-1,2,4-triazol-3-yl)aniline